COC1=CC=C(CN2CCCC23CCN(CC3)C(=O)OC(C(F)(F)F)C(F)(F)F)C=C1 1,1,1,3,3,3-hexafluoropropan-2-yl 1-(4-methoxybenzyl)-1,8-diazaspiro[4.5]decane-8-carboxylate